NC1=C(C=C(C=C1)S(=O)(=O)NC1(CC1)C)NC 4-Amino-3-(methylamino)-N-(1-methylcyclopropyl)benzenesulfonamide